8-cyclopentyl-2-(methylsulfonyl)pyrido[2,3-d]-pyrimidin-7(8H)-one C1(CCCC1)N1C(C=CC2=C1N=C(N=C2)S(=O)(=O)C)=O